(S)-3-(difluoromethyl)-1-methyl-N-(1-(3-(2-(trifluoromethyl)pyridin-4-yl)isoxazol-5-yl)ethyl)-1H-pyrazole-5-carboxamide FC(C1=NN(C(=C1)C(=O)N[C@@H](C)C1=CC(=NO1)C1=CC(=NC=C1)C(F)(F)F)C)F